C1(CCCC1)C(=C(C(=O)[O-])C)C1CCCC1 dicyclopentanyl-methacrylate